8-[3-(benzyloxy)propylidene]-1,4-dioxaspiro[4.5]decane C(C1=CC=CC=C1)OCCC=C1CCC2(OCCO2)CC1